N-methyl-4-(6-methylpyridin-2-yl)-1H-pyrazole-3-carboxamide CNC(=O)C1=NNC=C1C1=NC(=CC=C1)C